C1(CC1)[Bi]1S[Bi](S1)C1CC1 2,4-dicyclopropyl-1,3,2,4-dithiadibismetane